ClC=1C=C(C(=O)O)C=C(N1)Cl 2,6-Dichloroisonicotinic acid